C(#N)C1=C(C=CC(=C1)C(=O)C1=CC=C2C(=CC=CN12)C=1C(=CC2=CN(N=C2C1)C)C)NC(\C=C\CNC1CCC(CC1)OC)=O (E)-N-(2-cyano-4-(8-(2,5-dimethyl-2H-indazol-6-yl)indolizin-3-carbonyl)phenyl)-4-(((1r,4r)-4-methoxycyclohexyl)amino)but-2-enamide